9-[(6-Chloro-3-pyridyl)methyl]-2-[ethyl(methyl)phosphoryl]purin-6-amine ClC1=CC=C(C=N1)CN1C2=NC(=NC(=C2N=C1)N)P(=O)(C)CC